N[C@](N(C1[C@H](N)[C@@H](O)[C@@H](O)[C@H](O1)CO)C1[C@H](O)[C@@H](O)[C@@H](O)[C@H](O1)CO)(CO)C(=O)O aminogalactosyl-(galactosaminyl)-L-serine